bis-(3,4-dicarboxyphenyl)-methane C(=O)(O)C=1C=C(C=CC1C(=O)O)CC1=CC(=C(C=C1)C(=O)O)C(=O)O